OC1=CC=C2[C@@H]([C@@H](OCC2=C1)C(C)C)C1=CC=C(C=C1)N1CCC(CC1)CN1CCN(CC1)C=1C=C2CN(C(C2=CC1)=O)[C@@H]1C(NC(CC1)=O)=O (S)-3-(5-(4-((1-(4-((3S,4S)-7-hydroxy-3-isopropylisochroman-4-yl)phenyl)piperidin-4-yl)methyl)piperazin-1-yl)-1-oxoisoindolin-2-yl)piperidine-2,6-dione